CC1=NC2=CC=C(C(=C2C=C1)C1=CC=CC2=CC=CC=C12)C(=O)N1CCOCC1 (2-methyl-5-(naphthalen-1-yl)quinoline-6-yl)(morpholino)methanone